2-(4-(dimethoxymethyl)cyclohexyl)-5-isopropoxybenzo[d]thiazole-6-carboxylic acid COC(C1CCC(CC1)C=1SC2=C(N1)C=C(C(=C2)C(=O)O)OC(C)C)OC